FC1=C(C(=O)O)C(=CC=C1F)OC 2,3-difluoro-6-methoxybenzoic acid